2-[32-methyl-20-oxo-8,9,10,21-tetrazahexacyclo[19.5.3.216,19.13,7.06,10.024,28]dotriaconta-1(26),3(32),4,6,8,16,18,24,27,30-decaen-2-yl]-N-[6-methylpyridin-3-yl]acetamide CC=1C2=C3C=CC1C(C1=CC=C4CCN(C(C5=CC=C(CCCCCN3N=N2)C=C5)=O)CC4=C1)CC(=O)NC=1C=NC(=CC1)C